1-[3-(2-Hydroxyethyl)-1H-indol-5-yl]cyclopropane-1-carboxylic acid OCCC1=CNC2=CC=C(C=C12)C1(CC1)C(=O)O